lithium triethyl-silanolate C(C)[Si]([O-])(CC)CC.[Li+]